(cis)-2-oxo-7-({[(cis)-4-phenylcyclohexyl]oxy}methyl)-4-oxa-1,8-diazaspiro[5.5]undecane-8-carboxylic acid tert-butyl ester C(C)(C)(C)OC(=O)N1C(C2(COCC(N2)=O)CCC1)CO[C@@H]1CC[C@@H](CC1)C1=CC=CC=C1